(R)-3-benzyl-4-(difluoromethyl)thiazolidine-2-one C(C1=CC=CC=C1)N1C(SC[C@H]1C(F)F)=O